FCCNC(=O)C1=C(C=CC=C1)SC1=CC=C2C(=NN(C2=C1)C(=O)OC(C)(C)C)I tert-butyl 6-((2-((2-fluoroethyl)carbamoyl)phenyl)sulfanyl)-3-iodo-1H-indazole-1-carboxylate